COC(=C(C#N)C#N)C1OCCC1 2-[methoxy(tetrahydrofuran-2-yl)methylene]propanedinitrile